((2-chloro-7-(trifluoromethyl)pyrrolo[2,1-f][1,2,4]triazin-4-yl)amino)tricyclo[3.2.2.02,4]nonane-6-carboxylic acid ethyl ester C(C)OC(=O)C1C2C3CC3C(C1)(CC2)NC2=NC(=NN1C2=CC=C1C(F)(F)F)Cl